C(C)(=O)N1C=C(C2=CC=CC=C12)C(=O)NCC=1NC2=CC=C(C=C2C1)OC 1-acetyl-N-((5-methoxy-1H-indol-2-yl)methyl)-1H-indole-3-carboxamide